CC1(CC=C(C1)C(C)OC(COC(C=C)=O)(C)C)C.C(C)N(CC)C1=NC=CC=C1 2-(N,N'-diethylamino)pyridine 2-[1-(4,4-dimethyl-1-cyclopenten-1-yl)ethoxy]-2-methylpropyl-acrylate